9-([1,1':4,1''-terphenyl]-2-yl)-2-chloro-9H-carbazole C1(=C(C=C(C=C1)C1=CC=CC=C1)N1C2=CC=CC=C2C=2C=CC(=CC12)Cl)C1=CC=CC=C1